C(C)(C)(C)C1=CC=C(C=C1)N1NC(=CC1C1=C(C=CC(=C1)OC)OC)C=CC1=C(C=CC(=C1)OC)OC 1-(4-tert-butyl-phenyl)-3-(2,5-dimethoxystyryl)-5-(2,5-dimethoxyphenyl)-pyrazoline